N,N'-(((2-(3-hydroxy-2-oxo-1,2-dihydropyridine-4-carboxamido)ethyl)azanediyl)bis(ethane-2,1-diyl))bis(3-hydroxy-1-methyl-2-oxo-1,2-dihydropyridine-4-carboxamide) OC=1C(NC=CC1C(=O)NCCN(CCNC(=O)C1=C(C(N(C=C1)C)=O)O)CCNC(=O)C1=C(C(N(C=C1)C)=O)O)=O